C(#N)C1=NC=CC(=C1)NC(C1=C(N=CC(=C1)C(F)(F)F)N1C[C@H](C(CC1)(F)F)C)=O (R)-N-(2-cyanopyridin-4-yl)-2-(4,4-difluoro-3-methylpiperidin-1-yl)-5-(trifluoromethyl)-nicotinamide